tert-butyl (4-(2-chloro-7-cyclobutyl-7H-pyrrolo[2,3-d]pyrimidin-6-yl)phenyl)carbamate ClC=1N=CC2=C(N1)N(C(=C2)C2=CC=C(C=C2)NC(OC(C)(C)C)=O)C2CCC2